4-diphenylaminoaniline C1(=CC=CC=C1)N(C1=CC=C(N)C=C1)C1=CC=CC=C1